ClC=1C=CC=2N(C3=CC=C(C=C3C2C1)Cl)CC1=CC=C(CP(O)(O)=O)C=C1 (4-((3,6-dichloro-9H-carbazole-9-yl)methyl)benzyl)phosphonic acid